2-(bromomethyl)-5-fluoropyrazine BrCC1=NC=C(N=C1)F